C1(CC1)C1=C(C=CC=C1)C1N(CCC(C1)N(C)CC1=CC=C(C=C1)OC)C(=O)OCC1=CC=CC=C1 benzyl 2-(2-cyclopropylphenyl)-4-((4-methoxybenzyl)(methyl)amino)piperidine-1-carboxylate